O[C@H]1[C@@H](O[C@@H]([C@H]1O)CO)N1C=2N=C(NC(C2N=C1)=O)NC([C@H](CCC(=O)O)N)=O (S)-5-{9-[(2R,3R,4S,5R)-3,4-Dihydroxy-5-(hydroxymethyl)tetrahydrofur-2-yl]-6-oxo-1,9-dihydropurin-2-ylamino}-4-amino-5-oxovaleric acid